C(C1=CC=CC=C1)CS(=O)(=O)N benzylmethansulfonamide